C(C)NC(C1=C(C=C(C=C1OC)C=1C=NN2C1N=CC(=C2)C=2C=NN(C2)CC)OC)=O N-ethyl-4-[6-(1-ethylpyrazol-4-yl)pyrazolo[1,5-a]pyrimidin-3-yl]-2,6-dimethoxy-benzamide